7-(5-(5-(4-cyanocyclohexyl)-1,3,4-thiadiazol-2-yl)-4-(isopropylamino)pyridin-2-yl)pyrrolo[1,2-b]pyridazine-3-carbonitrile C(#N)C1CCC(CC1)C1=NN=C(S1)C=1C(=CC(=NC1)C1=CC=C2N1N=CC(=C2)C#N)NC(C)C